C(C)(=O)OC(CC=CCCCCCCCCOC(CCC(=O)O)=O)CCCCCC 4-((12-acetoxyoctadec-9-en-1-yl)oxy)-4-oxobutanoic acid